4-(difluoromethoxy)-N-{5-[4-(difluoromethoxy)phenyl]-1-methyl-3-oxo-2-[3-(trifluoromethyl)pyridin-2-yl]-2,3-dihydro-1H-pyrazol-4-yl}benzamide FC(OC1=CC=C(C(=O)NC=2C(N(N(C2C2=CC=C(C=C2)OC(F)F)C)C2=NC=CC=C2C(F)(F)F)=O)C=C1)F